(S)-5-(3-(dimethylamino)pyrrolidine-1-carbonyl)-1H-indazole CN([C@@H]1CN(CC1)C(=O)C=1C=C2C=NNC2=CC1)C